(3R,4R)-1-Cyclohexyl-4-{[5-(2,4,6-trifluoro-phenyl)-isoxazole-3-carbonyl]-amino}-piperidine-3-carboxylic acid ((R)-1-pyrazin-2-yl-ethyl)-amide N1=C(C=NC=C1)[C@@H](C)NC(=O)[C@@H]1CN(CC[C@H]1NC(=O)C1=NOC(=C1)C1=C(C=C(C=C1F)F)F)C1CCCCC1